(E)-2-methylquinolin-3-amine CC1=NC2=CC=CC=C2C=C1N